tert-Butyl (3S)-4-(3-((S)-2-amino-3-methoxypropanamido)-3-(4-chlorobenzyl)piperidin-1-yl)-3-((R)-2,3-dihydro-1H-inden-1-yl)-4-oxobutanoate N[C@H](C(=O)NC1(CN(CCC1)C([C@@H](CC(=O)OC(C)(C)C)[C@H]1CCC2=CC=CC=C12)=O)CC1=CC=C(C=C1)Cl)COC